ClC1=CC(=C(C=C1)C1=NC(=NC2=C1N=C(N(C2=O)C)C)N2CC1(CCC1)C(C2)C=2N(N=CC2)C)F 8-(4-chloro-2-fluoro-phenyl)-2,3-dimethyl-6-[8-(2-methylpyrazol-3-yl)-6-azaspiro[3.4]octan-6-yl]pyrimido[5,4-d]pyrimidin-4-one